N,N-Diphenylmethyl-4-(oxetan-3-yl)aniline C1(=CC=CC=C1)CN(C1=CC=C(C=C1)C1COC1)CC1=CC=CC=C1